ON=CC1=C(N(C2=CC=CC=C12)C1CCN(CC1)C1CCC(CC1)=C(C)C)CNC(C)=O N-((3-((hydroxyimino)methyl)-1-(1-(4-(propan-2-ylidene)cyclohexyl)piperidin-4-yl)-1H-indol-2-yl)methyl)acetamide